(3,5-dimethylphenyl)-2,2':6',2''-terpyridine CC=1C=C(C=C(C1)C)C=1C(=NC=CC1)C1=NC(=CC=C1)C1=NC=CC=C1